CC(C)CCCCC1C(CCCCCCCCCC)O1 7,8-epoxy-2-methyloctadecane